O=[W]=O cis-dioxotungsten